2-(4-aminocyclohexyl)acetic acid NC1CCC(CC1)CC(=O)O